C(C)N(S(=O)(=O)CC1COCC1)CC1=CC=C(C=C1)C1=NOC(=N1)C(F)(F)F N-ethyl-1-tetrahydrofuran-3-yl-N-[[4-[5-(trifluoromethyl)-1,2,4-oxadiazol-3-yl]phenyl]methyl]methanesulfonamide